C(C)(C)(C)[SiH2][SiH3] t-butyldisilane